1-(1-benzyl-2-oxo-3-(trifluoromethyl)-1,2,3,4-tetrahydroquinolin-6-yl)-3-(tert-butyl)urea C(C1=CC=CC=C1)N1C(C(CC2=CC(=CC=C12)NC(=O)NC(C)(C)C)C(F)(F)F)=O